N(=C=O)C1=C(C=C(C=C1C)N=C=O)C 2,5-diisocyanato-m-xylene